ClC=1C(N(C(=CC1[C@@H]1[C@H](C1)C=1C=NC=C(C1)F)C)C1=C(C(=NC=C1C)C1=C(C(=NC=C1)F)F)F)=O 3-chloro-2'',3',3''-trifluoro-4-((1S,2S)-2-(5-fluoropyridin-3-yl)cyclopropyl)-5',6-dimethyl-2H-[1,4':2',4''-terpyridin]-2-one